FC(=CC[Si])F difluoroallylsilicon